2-methyl-6-(((S)-tetrahydrofurane-3-yl)oxy)pyrido[2,3-d]pyrimidin-7(8H)-one CC=1N=CC2=C(N1)NC(C(=C2)O[C@@H]2COCC2)=O